3,5-dichloro-6-(2-methyl-1H-indol-3-yl)cyclohexane-2,5-diene-1,4-dione ClC1=CC(C(=C(C1=O)Cl)C1=C(NC2=CC=CC=C12)C)=O